2-(4-methoxybenzyl)-4-(7-(4,4,5,5-tetramethyl-1,3,2-dioxaborolan-2-yl)-9H-fluoren-2-yl)-2H-1,2,3-triazole COC1=CC=C(CN2N=CC(=N2)C2=CC=3CC4=CC(=CC=C4C3C=C2)B2OC(C(O2)(C)C)(C)C)C=C1